(R)-4-(7-(4-Chloro-2-methyl-3-(trifluoromethyl)benzoyl)-2-(isopropylamino)-6-methyl-4-oxo-5,6,7,8-tetrahydropyrido[3,4-d]pyrimidin-3(4H)-yl)-N-methyl-benzamide ClC1=C(C(=C(C(=O)N2CC=3N=C(N(C(C3C[C@H]2C)=O)C2=CC=C(C(=O)NC)C=C2)NC(C)C)C=C1)C)C(F)(F)F